bromomethyl-(trifluoro)boranuide [(2S,5S)-5-[[tert-butyl(diphenyl)silyl]oxymethyl]-1-methyl-pyrrolidin-2-yl]methyl-benzoate [Si](C1=CC=CC=C1)(C1=CC=CC=C1)(C(C)(C)C)OC[C@@H]1CC[C@H](N1C)COC(C1=CC=CC=C1)=O.BrC[B-](F)(F)F